C(C)(C)(C)N(C(O)=O)CCOCCOCCOCCOCCOCCOCCNC1=CC(=C(C=C1)C(NC=1SC(=C(N1)C)[N+](=O)[O-])=O)NC(C)=O.O(C1=CC=CC=C1)C1=C(C=CC=C1)C=CC(=O)N1C(OCC1)=O 3-(3-(2-phenoxyphenyl)acryloyl)oxazolidin-2-one tert-butyl-(20-((3-acetamido-4-((4-methyl-5-nitrothiazol-2-yl)carbamoyl)phenyl)amino)-3,6,9,12,15,18-hexaoxaicosyl)carbamate